(4-(((2S,6R)-2,6-dimethylmorpholino)methyl)phenyl)ethan-1-one butyl-6-((methylsulfonyl)oxy)-2-azaspiro[3.3]heptane-2-carboxylate C(CCC)OC(=O)N1CC2(C1)CC(C2)OS(=O)(=O)C.C[C@@H]2O[C@@H](CN(C2)CC2=CC=C(C=C2)C(C)=O)C